C(C=C)(=O)NC1=CC=C(C=C1)C=1C(=NC(=C(C(=O)N)C1C1=CC(=C(C=C1)OC1=NC(=CC=C1)C)OC)N)C 5-(4-acrylamidophenyl)-2-amino-4-(3-methoxy-4-((6-methylpyridin-2-yl)oxy)phenyl)-6-methylnicotinamide